Cl.N1[C@H](CCC1)COC=1N=NC=CC1 3-{[(2R)-pyrrolidin-2-yl]methoxy}pyridazine hydrochloride